4-(bromopropyloxy)benzophenone BrCCCOC1=CC=C(C(=O)C2=CC=CC=C2)C=C1